tert-butyl 4-(((3-amino-2-chloroquinolin-4-yl)amino) methyl)benzylcarbamate NC=1C(=NC2=CC=CC=C2C1NCC1=CC=C(CNC(OC(C)(C)C)=O)C=C1)Cl